C1(CC1)COC1=CC=CC(=N1)C=1C=C2CCC(OC2=CC1)CCC(=O)O 3-[6-[6-(cyclopropylmethoxy)-2-pyridinyl]chroman-2-yl]propionic acid